CC1=CC=CC(=N1)C1=C(N=CN1)C=1C=C2C=C(C=NC2=CC1)C(=O)OCCCCN1CCNCC1 4-(piperazin-1-yl)butyl 6-(5-(6-methylpyridin-2-yl)-1H-imidazol-4-yl)quinoline-3-carboxylate